2-Oxo-azepine O=C1N=CC=CC=C1